CN1C(=NC=2C1=NC=C(N2)C(=O)N2CC(CCC2)COC2=C(C=CC=C2)C)C2=CC=CC=C2 (1-Methyl-2-phenyl-1H-imidazo[4,5-b]pyrazin-5-yl)(3-((o-tolyloxy)methyl)piperidin-1-yl)methanone